5-bromo-4-methylnicotinaldehyde BrC=1C=NC=C(C=O)C1C